4-[[(2S,3R,4R,5R)-3-(3,4-Difluoro-2-methoxy-phenyl)-4,5-dimethyl-5-(trifluoromethyl)tetrahydrofuran-2-carbonyl]amino]-6-methyl-pyridin-2-carboxamid FC=1C(=C(C=CC1F)[C@@H]1[C@H](O[C@]([C@@H]1C)(C(F)(F)F)C)C(=O)NC1=CC(=NC(=C1)C)C(=O)N)OC